tert-butyl (3-cyclopropyl-3-((6-(1-methyl-1H-pyrazol-4-yl)pyrazolo[1,5-a]pyrazin-4-yl)oxy)cyclobutyl)(methyl)carbamate C1(CC1)C1(CC(C1)N(C(OC(C)(C)C)=O)C)OC=1C=2N(C=C(N1)C=1C=NN(C1)C)N=CC2